COC(CCCCCCCCCCCCC)=O.FC1=CC=C(C=C1)C=1N=C(NC1C1=CC=NC=C1)C1=CC=C(C=C1)O 4-(4-fluorophenyl)-2-(4-hydroxyphenyl)-5-(4-pyridinyl)imidazole (Z)-methyl-myristate